diethylhexyl-butyrylaminobenzophenone C(C)C=1C(=C(C(=C(C(=O)C2=CC=CC=C2)C1)NC(CCC)=O)CCCCCC)CC